P(=O)([O-])([O-])O.[Sr+2] strontium hydrophosphate